The molecule is a beta-D-glucoside that is beta-D-glucopyranose in which the hydroxy group at position 1R is substituted by a (2-hydroxybenzyl)oxy group. It is isolated from the flowers of Filipendula ulmaria. It has a role as a plant metabolite. It is a beta-D-glucoside, a monosaccharide derivative and a member of phenols. C1=CC=C(C(=C1)CO[C@H]2[C@@H]([C@H]([C@@H]([C@H](O2)CO)O)O)O)O